1-(3-chloro-5-fluorophenyl)-3,5,5-trifluoro-4,5,6,7-tetrahydro-1H-indol-4-ol ClC=1C=C(C=C(C1)F)N1C=C(C=2C(C(CCC12)(F)F)O)F